C(C(=O)OC1C(=CC(=CC1=C=O)Cl)OCC(C(C)C)Cl)(=O)OC1C(=CC(=CC1=C=O)Cl)OCC(C(C)C)Cl bis(2,4-dichloro-6-carbonyl isopentyloxy phenyl) oxalate